5-[4-(2,3-dimethoxybenzoylamino)phenyl]-1H-naphtho[1,2-b][1,4]diazepine-2,4(3H,5H)-dione COC1=C(C(=O)NC2=CC=C(C=C2)N2C3=C(NC(CC2=O)=O)C2=CC=CC=C2C=C3)C=CC=C1OC